ClC1=C(C=C2C=C(NC2=C1)C(=O)N1CC=2N(CC1C)N=CC2C(=O)NC2(CC2)COC(F)F)F 5-(6-chloro-5-fluoro-1H-indole-2-carbonyl)-N-{1-[(difluoromethoxy)methyl]cyclopropyl}-6-methyl-4H,5H,6H,7H-pyrazolo[1,5-a]pyrazine-3-carboxamide